C(C)(=O)O[C@H]1[C@@H](SC2=CC(=C(C=C2)F)Cl)O[C@@H]([C@@H]([C@@H]1N=[N+]=[N-])OC(C)=O)COC(C)=O 3-chloro-4-fluorophenyl 2,4,6-tri-O-acetyl-3-azido-3-deoxy-1-thio-α-D-galactopyranoside